Decapropylen glycol dimethacrylat C(C(=C)C)(=O)OC(C)COC(C)COC(C)COC(C)COC(C)COC(C)COC(C)COC(C)COC(C)COC(C)COC(C(=C)C)=O